(R)-1-chloro-3-(2-chloro-4-((3-chloro-4-((R)-2-hydroxy-3-(ethylsulfonyl)propoxy)phenyl)sulfonyl)phenoxy)propan-2-ol ClC[C@@H](COC1=C(C=C(C=C1)S(=O)(=O)C1=CC(=C(C=C1)OC[C@H](CS(=O)(=O)CC)O)Cl)Cl)O